2-(5-(3,5-dichloro-4-fluorophenyl)-5-(trifluoromethyl)-4,5-dihydroisoxazol-3-yl)-N-(2-oxopiperidin-3-yl)-2,3-dihydro-1H-pyrrolo[3,4-c]pyridine-6-carboxamide ClC=1C=C(C=C(C1F)Cl)C1(CC(=NO1)N1CC=2C=NC(=CC2C1)C(=O)NC1C(NCCC1)=O)C(F)(F)F